COC1=C(C=CC(=C1)S(=O)(=O)C)NCC#CC1=C(C2=C(S1)C(=CC=C2)NC2CC1CCC(C2)N1C(=O)[O-])CC(F)(F)F 3-((2-(3-((2-methoxy-4-(methylsulfonyl) phenyl) amino) prop-1-yn-1-yl)-3-(2,2,2-trifluoroethyl) benzo[b]thiophen-7-yl) amino)-8-azabicyclo[3.2.1]octane-8-carboxylate